C1(CCCC1)C1=CC=C2C(=N1)NC=C2C2=CC=1N(C=C2)N=CC1C(=O)NC=1C=NC=CC1 5-(6-cyclopentyl-1H-pyrrolo[2,3-b]pyridin-3-yl)-N-(pyridin-3-yl)pyrazolo[1,5-a]pyridine-3-carboxamide